C(C)OC(C(CN1N=C2CCC(CC2=C1)C(=O)O)(C)C)=O 2-(3-Ethoxy-2,2-dimethyl-3-oxopropyl)-4,5,6,7-tetrahydro-2H-indazole-5-carboxylic acid